FC1=C(C=CC(=C1F)OC)C1=CN=C2N1C=CN=C2NC2=CC(=C(C(=O)N[C@@H](CNC(=O)C1CCN(CC1)C(=O)OC(C)(C)C)C(=O)OC)C=C2)CC tert-Butyl (S)-4-((2-(4-((3-(2,3-difluoro-4-methoxyphenyl)imidazo[1,2-a]pyrazin-8-yl)amino)-2-ethylbenzamido)-3-methoxy-3-oxopropyl)carbamoyl)piperidine-1-carboxylate